methyl 5-[(2-amino-3-fluoropyridin-4-yl) methyl]-2-(2-chloro-4-iodoanilino)-3,4-difluorobenzoate NC1=NC=CC(=C1F)CC=1C(=C(C(=C(C(=O)OC)C1)NC1=C(C=C(C=C1)I)Cl)F)F